(R)-tert-butyl 7-(5-((1-(tert-butoxycarbonyl)pyrrolidin-3-yl)oxy)pentyl)-3,4-dihydro-1,8-naphthyridine-1(2H)-carboxylate C(C)(C)(C)OC(=O)N1C[C@@H](CC1)OCCCCCC1=CC=C2CCCN(C2=N1)C(=O)OC(C)(C)C